NC1=NC(=C(C=C1C=1C=C2CCNC(C2=CC1)=O)C1=C(C(=C(C=C1)N1CCOCC1)CN(C)CC)F)F 6-(2-amino-5-(3-((ethyl(methyl)amino)meth-yl)-2-fluoro-4-morpholinophenyl)-6-fluoropyridin-3-yl)-3,4-dihydroisoquinolin-1(2H)-one